ethoxy-4-(6-((1R,5S)-8-((6-methoxypyridin-3-yl)methyl)-3,8-diazabicyclo[3.2.1]oct-3-yl)pyridin-3-yl)-1H-pyrazole C(C)ON1N=CC(=C1)C=1C=NC(=CC1)N1C[C@H]2CC[C@@H](C1)N2CC=2C=NC(=CC2)OC